C(#N)CC(=S)NC 2-Cyano-N-methylthioacetamide